N-(6-(5-chloro-4-methylpyridin-3-yl)benzo[d]thiazol-2-yl)-2-fluorocyclopropane-1-carboxamide ClC=1C(=C(C=NC1)C1=CC2=C(N=C(S2)NC(=O)C2C(C2)F)C=C1)C